FC(C1=CC=C(C=C1)C=1OC2=C(N1)C=CC=C2)(F)F 2-(4-trifluoromethylphenyl)benzoxazole